O=C1NC(CCC1C1=NN(C2=CC(=CC=C12)C1C(CN(CC1)C(=O)OC(C)(C)C)(F)F)C)=O tert-butyl 4-(3-(2,6-dioxopiperidin-3-yl)-1-methyl-1H-indazol-6-yl)-3,3-difluoropiperidine-1-carboxylate